C(C1=CC=CC=C1)OCCCCN(CCO)C 2-((4-(benzyloxy)butyl)(methyl)amino)ethan-1-ol